CN1CN(C2=C1C=CC=C2)C 1-methyl-3-methylbenzimidazole